CC\1OC/C1=N\NC(=O)OC(C)(C)C tert-butyl (E)-2-(2-methyloxetan-3-ylidene)hydrazine-1-carboxylate